C(C)(C)(C)OC(=O)N1CC2(CC(C2)(C(=O)O)O)CCC1 6-[(tert-butoxy)carbonyl]-2-hydroxy-6-azaspiro[3.5]nonane-2-carboxylic acid